1-(4-aminobutyl)-2-(2-ethoxymethyl)-1H-imidazo[4,5-d]thiophene NCCCCN1C(=NC2=C1C=CS2)COCC